[Cu]Br cuprous bromide